2-[(2R)-3-(3,4-Dihydro-1H-isochinolin-2-yl)-2-hydroxy-propyl]-6-(4-pyridylmethylamino)-3,4-dihydroisochinolin-1-on C1N(CCC2=CC=CC=C12)C[C@H](CN1C(C2=CC=C(C=C2CC1)NCC1=CC=NC=C1)=O)O